C1N(CC2=CC=CC=C12)C(CS(=O)(=O)C1=CC(=CC=C1)F)=O 1-(1,3-dihydro-2H-isoindol-2-yl)-2-[(3-fluorophenyl)sulfonyl]ethanone